ClC=1C=C(C=2N(C1)C(=C(N2)C2=CC=C(C=C2)[18F])CC(=O)N(CCC)CCC)Cl 2-(6,8-dichloro-2-(4-[18F]fluorophenyl)imidazo[1,2-a]pyridin-3-yl)-N,N-dipropylacetamide